CC1=CC=C(C=N1)[C@@H](C)NC(C1=CC(=CC(=C1)OCC#C)C=1SC(=CN1)C)=O N-[(1R)-1-(6-Methylpyridin-3-yl)ethyl]-3-(5-methyl-1,3-thiazol-2-yl)-5-(prop-2-yn-1-yloxy)benzamide